N-[(1S)-2-[[(1S)-2-amino-2-oxo-1-[[(3S)-2-oxo-3-piperidyl]methyl]ethyl]amino]-1-(cyclopropylmethyl)-2-oxo-ethyl]-6-chloro-1H-indole-2-carboxamide NC([C@H](C[C@H]1C(NCCC1)=O)NC([C@H](CC1CC1)NC(=O)C=1NC2=CC(=CC=C2C1)Cl)=O)=O